3-((4-((4-methoxyphenyl)sulfonamido)naphthalen-1-yl)(4-methylbenzyl)amino)butanoic acid COC1=CC=C(C=C1)S(=O)(=O)NC1=CC=C(C2=CC=CC=C12)N(C(CC(=O)O)C)CC1=CC=C(C=C1)C